{6-amino-5-[1-(1-methyl-1H-pyrazol-5-yl)ethoxy]pyridin-3-yl}boronic acid NC1=C(C=C(C=N1)B(O)O)OC(C)C1=CC=NN1C